C(=O)[O-] (11s,11s)format